N1CCC=2C1=NC=CC2C2CCN(CC2)C(=O)OC(C)(C)C tert-butyl 4-(2,3-dihydro-1H-pyrrolo[2,3-b]pyridin-4-yl)piperidine-1-carboxylate